OC1=CC=C(CO)C=C1 4-hydroxy-benzylalcohol